FC=1C=C2C(=CNC2=C(C1)C)C=O 5-fluoro-7-methyl-1H-indole-3-carbaldehyde